FC=1C(=NC(=NC1)NC1=CC(=C(C=C1)C(NC1CCN(CC1)C)=O)F)NC1=CC(=C(C=C1)Cl)NS(=O)(=O)C(C)(C)C 5-Fluoro-N4-(4-chloro-[3-(1,1-dimethylethylsulfonamido)]phenyl)-N2-[3-fluoro-4-(1-methylpiperidin-4-ylcarbamoyl)phenyl]pyrimidine-2,4-diamine